ClC1=CC2=C(N(C(N2)=O)C2CCN(CC2)C(=O)NC2=CC(=CC=C2)Cl)C=C1 4-(5-chloro-2-oxo-2,3-dihydro-1H-1,3-benzodiazol-1-yl)-N-(3-chlorophenyl)piperidine-1-carboxamide